ClC1=CC=C(C=C1)C=1C=C(C(N(N1)C=1C=NN(C1)C(F)F)=O)C(=O)N[C@H](CO)C 6-(4-Chlorophenyl)-2-[1-(difluoromethyl)-1H-pyrazol-4-yl]-N-[(2S)-1-hydroxypropan-2-yl]-3-oxo-2,3-dihydropyridazine-4-carboxamide